C(C)(C)(C)OC(=O)N1C(CCCC1)OC1=NC(=NC=C1)C(C)O ((2-(1-hydroxyethyl)pyrimidin-4-yl)oxy)piperidine-1-carboxylic acid tert-butyl ester